N1C=C(C=2C1=NC=CC2)C2=NC1=CC=CC=C1C(=N2)NC2CCOCC2 (1H-pyrrolo[2,3-b]pyridin-3-yl)-N-(tetrahydro-2H-pyran-4-yl)quinazolin-4-amine